[Ca].C1(=C(C(=CC=C1)C)O)C(=O)O cresotic acid calcium